Cl.NC(C(=O)N1CCN(CC1)C(=O)NC1=NC(N(C=C1)C1CCC(CC1)CN1CC2C(C2C1)CN)=O)(C)C 4-(2-Amino-2-methylpropanoyl)-N-(1-(4-((exo-6-(aminomethyl)-3-azabicyclo[3.1.0]hexan-3-yl)methyl)cyclohexyl)-2-oxo-1,2-dihydropyrimidin-4-yl)piperazine-1-carboxamide hydrochloride salt